N[C@H]1[C@@H](CC2(CN(C2C(C)C)CC2=CC=CC=C2)C1)O |r| rac-(6R,7R)-7-amino-2-benzyl-1-isopropyl-2-azaspiro[3.4]octan-6-ol